NC1=C(C=C(C=N1)CNC(OC(C)(C)C)=O)C tert-butyl ((6-amino-5-methylpyridin-3-yl)methyl)carbamate